C(C#CC)(=O)N1C[C@@](CCC1)(C1=C(C(=CC=C1)Cl)C)NC1=CC=C2C=CN(C(C2=C1)=O)C 7-{[(3R)-1-(But-2-ynoyl)-3-(3-chloro-2-methylphenyl)piperidin-3-yl]amino}-2-methylisoquinolin-1-one